S(=O)(=O)(O)CC(C)=O Sulfoacetone